ClC=1C(=CC(=NC1)N1CC2C(C1)COC2)N 5-chloro-2-(tetrahydro-1H-furo[3,4-c]pyrrol-5(3H)-yl)pyridin-4-amine